pyrannitrile compound with phenothiazine C1=CC=CC=2SC3=CC=CC=C3NC12.O1C(C=CC=C1)C#N